The molecule is an organic cation obtained by protonation of the secondary amino function of ZM 323881. It is an ammonium ion derivative and an organic cation. It is a conjugate acid of a ZM 323881. CC1=CC(=C(C=C1O)[NH2+]C2=NC=NC3=C2C=CC(=C3)OCC4=CC=CC=C4)F